BrC=1C=2N(C=C(C1)Cl)C(=CN2)I 8-bromo-6-chloro-3-iodoimidazo[1,2-a]pyridine